((3R,4S)-4-methoxytetrahydrofuran-3-yl)glycine methyl ester COC(CN[C@@H]1COC[C@H]1OC)=O